CN1C=NC(=C1)C1=C(C=CC(=C1)S(NC)(=O)=O)NC(=O)C12CC(C1)(C2)C(F)(F)F N-[2-(1-Methylimidazol-4-yl)-4-(methylsulfamoyl)phenyl]-3-(trifluoromethyl)bicyclo[1.1.1]pentane-1-carboxamide